1,1-Difluoro-1-{2-fluoro-3-[(1R)-1-{[2-methyl-6-(propane-2-sulfonyl)pyrido[3,4-d]pyrimidin-4-yl]amino}ethyl]phenyl}-2-methylpropan-2-ol FC(C(C)(O)C)(C1=C(C(=CC=C1)[C@@H](C)NC=1C2=C(N=C(N1)C)C=NC(=C2)S(=O)(=O)C(C)C)F)F